N1C=NC2=C1C=CC(=C2)N2C(NCC2C2=CC(=CC=C2)OC)=O 1-(1H-benzo[d]imidazol-5-yl)-5-(3-methoxyphenyl)imidazolidin-2-one